C(C)(=O)C1=CN(C2=CC(=C(C=C12)C=1C=NC(=NC1)C)OC)CC(=O)OC(C)(C)C tert-Butyl 2-(3-acetyl-6-methoxy-5-(2-methylpyrimidin-5-yl)-1H-indol-1-yl)acetate